N-((R)-1-(2-((S)-(4,4-Difluorocyclohexyl)(isobutyramido)methyl)-1H-benzo[d]imidazol-5-yl)ethyl)-4,4,4-trifluorobutanamide FC1(CCC(CC1)[C@@H](C1=NC2=C(N1)C=CC(=C2)[C@@H](C)NC(CCC(F)(F)F)=O)NC(C(C)C)=O)F